ClC=1C=C(C=CC1F)NC1=NC=NC2=CC(=C(C=C12)OCCCN1CCN(CC1)CC=1C(=C2C(N(C(C2=CC1)=O)C1C(NC(CC1)=O)=O)=O)F)OC 5-((4-(3-((4-((3-chloro-4-fluorophenyl)amino)-7-methoxyquinazolin-6-yl)oxy)propyl)piperazin-1-yl)methyl)-2-(2,6-dioxopiperidin-3-yl)-4-fluoroisoindoline-1,3-dione